(S)-N-(1-(4-(N-tert-butylsulfamoyl)-2-methylphenylamino)-1-oxo-3-phenylpropan-2-yl)-4-fluorobenzamide C(C)(C)(C)NS(=O)(=O)C1=CC(=C(C=C1)NC([C@H](CC1=CC=CC=C1)NC(C1=CC=C(C=C1)F)=O)=O)C